C(C)(C)(C)OC(C1=CC(=CC(=C1)C(CC)(C1NCOC1)O)F)=O 3-fluoro-5-[1-hydroxy-1-(oxazolidin-4-yl)propyl]benzoic acid tert-butyl ester